C(CCCCC=CCC)OC(CCCCCCCNCCO)=O (Z)-8-((2-hydroxyethyl)amino)octanoic acid non-6-en-1-yl ester